4-(tert-butyl)benzylsulfonyl fluoride C(C)(C)(C)C1=CC=C(CS(=O)(=O)F)C=C1